ClC=1C(=NC(=NC1)NC=1C=C(C=NC1)N1C(CCC1)=O)C1=CC(=NC=C1)C 1-(5-((5-chloro-4-(2-methylpyridin-4-yl)pyrimidin-2-yl)amino)pyridin-3-yl)pyrrolidin-2-one